10-(2-(4-chlorophenyl)-7-methylindolin-3-yl)-10H-phenothiazine ClC1=CC=C(C=C1)C1NC2=C(C=CC=C2C1N1C2=CC=CC=C2SC=2C=CC=CC12)C